[C@@H]1(C[C@H](O)[C@@H](CO)O1)N1C(=O)NC(=O)C(C)=C1 Deoxythymidine